(±)-3,5,5-trimethyl-1-hexanol C[C@@H](CCO)CC(C)(C)C |r|